3-acetamido-N,N-diethylaniline CCN(CC)C1=CC=CC(=C1)NC(=O)C